FC(C1=C(C=CC=2N1C(=NC2)C)OC2CC1(CN(C1)C(C(F)(F)F)=O)C2)F 1-(6-((5-(difluoromethyl)-3-methylimidazo[1,5-a]pyridin-6-yl)oxy)-2-azaspiro[3.3]heptan-2-yl)-2,2,2-trifluoroethan-1-one